2,6-difluoro-3-hydroxypyridine FC1=NC(=CC=C1O)F